ClC=1C=C(C=2N(N1)C=C(N2)C)C#N 6-Chloro-2-methylimidazo[1,2-b]pyridazine-8-carbonitrile